1-Methyl-N5,N6-bis(4-(trifluoromethoxy)phenyl)-2-(trifluoromethyl)-imidazo[4,5-b]pyrazine-5,6-diamine CN1C(=NC=2C1=NC(=C(N2)NC2=CC=C(C=C2)OC(F)(F)F)NC2=CC=C(C=C2)OC(F)(F)F)C(F)(F)F